4-[[2-fluoro-4-(trans-4-pentylcyclohexyl)phenyl]difluoromethoxy]-1,2-difluorobenzene FC1=C(C=CC(=C1)[C@@H]1CC[C@H](CC1)CCCCC)C(OC1=CC(=C(C=C1)F)F)(F)F